heptatriacont-6,9,28,31-tetraene-19-yl 4-(dimethylamino)butanoate CN(CCCC(=O)OC(CCCCCCCCC=CCC=CCCCCC)CCCCCCCCC=CCC=CCCCCC)C